p-amino-p-nitrophenyl carbonate C(OC1=CCC(C=C1)([N+](=O)[O-])N)([O-])=O